ClC1=NC=C(C(=C1)C1=C(C=NC(=C1)C)C(=O)NC=1SC2=C(N1)CN(C2)C(C2=NC(=CC(=C2)C)Cl)=O)OC 2'-chloro-N-(5-(6-chloro-4-methylpicolinoyl)-5,6-dihydro-4H-pyrrolo[3,4-d]thiazol-2-yl)-5'-methoxy-6-methyl-[4,4'-bipyridine]-3-carboxamide